8-amino-9-(6-chloro-3-methoxy-2-methylphenyl)-5-methyl-9H-imidazo[1,2-a]pyrrolo[2,3-c]pyridine-7-carboxamide NC1=C(C2=C(C=3N(C(=C2)C)C=CN3)N1C1=C(C(=CC=C1Cl)OC)C)C(=O)N